3H-indole-1-carboxylic acid N1(CCC2=CC=CC=C12)C(=O)O